(2,3-dihydro-1H-inden-4-yl)-6-methoxy-1-(4-methoxybenzyl)-3-(6-(piperazin-1-yl)pyridin-3-yl)-1H-pyrazolo[4,3-b]pyridine C1CCC2=C(C=CC=C12)C1=C(C=C2C(=N1)C(=NN2CC2=CC=C(C=C2)OC)C=2C=NC(=CC2)N2CCNCC2)OC